C(C)(C)C1=C(N(N=C1C)C1=CC=CC=C1)O 4-Isopropyl-5-methyl-2-phenyl-pyrazol-3-ol